C1(=CC=C(C=C1)S(=O)(=O)N1C=CC=2C1=NC=C(C2)C2=C[C@@H](CC2)O)C |r| (rac)-3-[1-(p-tolylsulfonyl)pyrrolo[2,3-b]pyridin-5-yl]cyclopent-2-en-1-ol